COC1=CC=C(CN(C=2N=CC3=C(N2)N=CC(=C3)C=3C=C(C=NC3C)NC(C3=CC(=NC=C3)C(F)(F)F)=O)C)C=C1 N-(5-(2-((4-methoxybenzyl)(methyl)amino)pyrido[2,3-d]pyrimidin-6-yl)-6-methylpyridin-3-yl)-2-(trifluoromethyl)isonicotinamide